NC=1C(NC2=C(C(=CN=C2C1C1=C2C=NNC2=C(C=C1)F)I)C)=O 3-Amino-4-(7-fluoro-1H-indazol-4-yl)-7-iodo-8-methyl-1H-1,5-naphthyridin-2-one